C(CCCCC(=O)N)(=O)N Adipoyl-diamine